FC1(CC2=C(C=C(C=C2C1)NC([C@@H](C)N(C)C)=O)F)C=O (2R)-N-(2,7-difluoro-2-formyl-indan-5-yl)-2-(dimethylamino)propanamide